4-((2S,3S)-3-((tert-butyldimethylsilyl)oxy)-1-hydroxybut-2-yl)thiomorpholine 1,1-dioxide [Si](C)(C)(C(C)(C)C)O[C@H]([C@H](CO)N1CCS(CC1)(=O)=O)C